5-aminobenzo[c][2,7]naphthyridine-9-carboxylic acid NC1=NC2=C(C3=CC=NC=C13)C=C(C=C2)C(=O)O